4,4'-bishydroxydeoxybenzoin OC1=CC=C(C=C1)C(=O)CC1=CC=C(C=C1)O